C1(=CC=C(C=C1)C(=O)[O-])C(=O)[O-] para-phenylenedicarboxylate